N-(2,3-dichlorophenyl)acetamidine ClC1=C(C=CC=C1Cl)NC(C)=N